C1=CC=CC=2C3=CC=CC=C3C(C12)COC(=O)N[C@H](C(=O)O)CC=1N=NC=CC1 (S)-2-((((9H-fluoren-9-yl)methoxy)carbonyl)amino)-3-(pyridazin-3-yl)propanoic acid